tert-butyl N-[(3S)-3-[(3S)-1-[(4-methoxyphenyl)methyl]-5,5-dimethyl-2-oxo-pyrrolidin-3-yl]-3-phenyl-propyl]carbamate COC1=CC=C(C=C1)CN1C([C@@H](CC1(C)C)[C@H](CCNC(OC(C)(C)C)=O)C1=CC=CC=C1)=O